tert-butyl 3-[6-[2-cyano-3-[[ethyl(methyl)sulfamoyl]amino]-6-fluoro-phenoxy]-4-oxo-quinazolin-3-yl]-1-oxa-8-azaspiro[4.5]decane-8-carboxylate C(#N)C1=C(OC=2C=C3C(N(C=NC3=CC2)C2COC3(C2)CCN(CC3)C(=O)OC(C)(C)C)=O)C(=CC=C1NS(N(C)CC)(=O)=O)F